N-(4-chloro-3-fluorobenzyl)chroman-3-carboxamide tin tetraoctanoate C(CCCCCCC)(=O)[O-].C(CCCCCCC)(=O)[O-].C(CCCCCCC)(=O)[O-].C(CCCCCCC)(=O)[O-].[Sn+4].ClC1=C(C=C(CNC(=O)C2COC3=CC=CC=C3C2)C=C1)F